C(C)(C)(C)OC(=O)N1CCS(CC1)(=N)=O 1-imino-1λ6-thiomorpholine-4-carboxylic acid tert-butyl ester 1-oxide